4-(2-oxo-1,2-dihydro-3H-imidazo[4,5-b]pyridin-3-yl)piperidine-1-carboxylic acid tert-butyl ester C(C)(C)(C)OC(=O)N1CCC(CC1)N1C(NC=2C1=NC=CC2)=O